C(C)(C)(C)OC(=O)N1C(CC2=CC=CC=C12)(C(=O)OC(C)(C)C)NC(C(CC1=CC=CC=C1)NC(C(=O)NC1=C(C=CC(=C1)Cl)C(C)=O)=O)=O 2-(2-(2-((2-acetyl-5-chlorophenyl)amino)-2-oxoacetamido)-3-phenylpropionamido)-1H-indole-1,2-dicarboxylic acid di-tert-butyl ester